BrC(CC(=O)OCCCCCCCCCCCCCCCCCCC)CC nonadecyl 3-bromovalerate